COC=1C=NC=CC1C1=CC=C(C=C1)NC([C@H](C(C1=CC=CC=C1)C1=CC=CC=C1)NC(OC(C)(C)C)=O)=O tert-butyl (S)-(1-((4-(3-methoxypyridin-4-yl)phenyl)amino)-1-oxo-3,3-diphenylpropan-2-yl)carbamate